ClC1=CC=C(C=C1)C1=CC=C(C=C1)CN1CCN(CC1)CC=1C=C2C(N(C(C2=CC1)=O)C1C(NC(CC1)=O)=O)=O 5-((4-((4'-chloro-[1,1'-biphenyl]-4-yl)methyl)piperazin-1-yl)methyl)-2-(2,6-dioxopiperidin-3-yl)isoindoline-1,3-dione